N4,N4'-bis(4-(dimethylamino)phenyl)-[1,1'-biphenyl]-4,4'-dicarboxamide CN(C1=CC=C(C=C1)NC(=O)C1=CC=C(C=C1)C1=CC=C(C=C1)C(=O)NC1=CC=C(C=C1)N(C)C)C